3-ethyl-4-(1-(pyridin-3-ylmethyl)-benzoimidazol-2-yl)-1,2,5-oxadiazol 2-oxide C(C)C1=[N+](ON=C1C1=NC2=C(N1CC=1C=NC=CC1)C=CC=C2)[O-]